FC1=C(C=CC(=C1)F)N(C(=O)C1=NC=CC=C1)C N-(2,4-difluorophenyl)-N-methylpyridineamide